ClC=1C=C(C=CC1F)NC(=O)C1=C(N=CN1C)C1CCC2(CC(C2)=O)CC1 N-(3-chloro-4-fluorophenyl)-1-methyl-4-(2-oxospiro[3.5]nonan-7-yl)-1H-imidazole-5-carboxamide